CSC1=CC=C(C=C1)C1=NC2=C(N1C1=CC(=C(C(=C1)OC)OC)OC)C=CC=C2 2-(4-(methylthio)phenyl)-1-(3,4,5-trimethoxyphenyl)-1H-benzo[d]imidazole